N1(C=NC=C1)CCCNC(=O)C=1OC(=CN1)C1=CC=CC=C1 N-(3-(1H-imidazol-1-yl)propyl)-5-phenyloxazole-2-carboxamide